FC1=C(C=CC=C1)C1=NC(=NC(=N1)NC(C)C)NC1=CC(=NC=C1)CC(C)O (4-((4-(2-fluorophenyl)-6-(isopropylamino)-1,3,5-triazin-2-yl)amino)pyridin-2-yl)propan-2-ol